2-(4-BROMO-3,5-DIMETHYL-1H-PYRAZOL-1-YL)IMIDAZO[1,2-A]PYRIDIN-3-CARBALDEHYDE BrC=1C(=NN(C1C)C=1N=C2N(C=CC=C2)C1C=O)C